COC1=CC=C(C=C1)C1=NOC(=N1)N1CCC(CC1)C(=O)NCC1CN(CC1)CC=1OC=CC1C 1-(3-(4-Methoxyphenyl)-1,2,4-oxadiazol-5-yl)-N-((1-((3-methylfuran-2-yl)methyl)pyrrolidin-3-yl)methyl)piperidine-4-carboxamide